4,4'-dimethoxy diphenyl sulfide COC1=CC=C(C=C1)SC2=CC=C(C=C2)OC